C(C)(C)(C)C=1C(=CC(=C(C(=O)N2CC3=CC=CC(=C3C2)N(C(\C=C\CN(C)C)=O)C)C1)O)OC (E)-N-(2-(5-(tert-Butyl)-2-hydroxy-4-methoxybenzoyl)isoindolin-4-yl)-4-(dimethylamino)-N-methylbut-2-enamide